C(C)(C)(C)OC(=O)N1CCC(C1)F 4-fluoropyrrolidine-1-carboxylic acid tert-butyl ester